N1=C(C(=C(C(=C1)C(=O)O)C(=O)O)C(=O)O)C(=O)O 2,3,4,5-pyridinetetracarboxylic acid